8-nitro-1,2,3,4,4a,5-hexahydrobenzo[b]pyrazino[1,2-d][1,4]thiazine 6,6-dioxide [N+](=O)([O-])C=1C=CC2=C(S(CC3N2CCNC3)(=O)=O)C1